4-[2-(N-(3,3-difluorocyclohexyl)anilino)-2-oxo-ethyl]-1-[2-(2-fluorophenyl)acetyl]piperidine-4-carboxylic acid FC1(CC(CCC1)N(C1=CC=CC=C1)C(CC1(CCN(CC1)C(CC1=C(C=CC=C1)F)=O)C(=O)O)=O)F